tert-butyl 5-bromo-1H-indazole-1-carboxylate BrC=1C=C2C=NN(C2=CC1)C(=O)OC(C)(C)C